C(#N)C1=CC=C(C2=C1NC=N2)C(=O)OC methyl 7-cyano-1H-benzo[d]imidazole-4-carboxylate